tert-butyl 2-(diethoxyphosphoryl)-3-(3-(7,7,8-trifluorooctyl)-1,2,4-oxadiazol-5-yl)propanoate C(C)OP(=O)(OCC)C(C(=O)OC(C)(C)C)CC1=NC(=NO1)CCCCCCC(CF)(F)F